C1=C(C(=CC2=C1NC(=O)N2)N)N 5,6-diaminobenzimidazolone